FC1=C(C=CC(=C1F)OC)C1=CN=C2N1C=CN=C2NC2=CC(=C(C(=O)OC)C=C2)CC Methyl 4-((3-(2,3-difluoro-4-methoxyphenyl) imidazo[1,2-a]pyrazin-8-yl) amino)-2-ethylbenzoate